C1(CC1)COC1=C(CN[C@@H](CCCNC(=O)N)C(=O)O)C=C(C(=C1)OCC1=C(C(=CC=C1)C1=CC=CC=C1)Br)Cl N-[2-(cyclopropylmethoxy)-4-(2-bromo-3-phenylbenzyloxy)-5-chlorobenzyl]citrulline